2-(4-hydroxymethylbenzyl)-2-(dimethylamino)-1-(4-morpholinophenyl)butan-1-one OCC1=CC=C(CC(C(=O)C2=CC=C(C=C2)N2CCOCC2)(CC)N(C)C)C=C1